C(C)(C)(C)OC(=O)[C@H]1C([C@@H]1C(C(C)Br)Br)(C)C (1R)-trans-2,2-dimethyl-3-(1,2-dibromo-n-propyl)cyclopropanecarboxylic acid tert-butyl ester